CN(C(OC(C)(C)C)=O)C1CCC(CC1)N tert-butyl N-methyl-N-[(1r,4r)-4-aminocyclohexyl]carbamate